1,2,2-trichloroethan-1,1-diol ClC(C(Cl)Cl)(O)O